5-(2-Isopropyl-4,5-dimethoxy-benzyl)-pyrimidin-4-ylamine C(C)(C)C1=C(CC=2C(=NC=NC2)N)C=C(C(=C1)OC)OC